C1(CC1)C1=C(C(=O)OC)C=C(C(=C1)CN1CCC2(CC(N(C2)C2=CC=C(C=C2)C(NCCNC(NCCO)=O)=O)=O)CC1)OCC Methyl 2-cyclopropyl-5-ethoxy-4-[[2-[4-[2-(2-hydroxyethylcarbamoylamino)ethylcarbamoyl]phenyl]-3-oxo-2,8-diazaspiro[4.5]decan-8-yl]methyl]benzoate